CC(C)(C1=CC=CC=C1)NC(=O)C=1C=2C[C@@H]3[C@H](C2N(N1)C(C)(C)C)C3 (1aR,5aR)-2-tert-butyl-1a,2,5,5a-tetrahydro-1H-2,3-diazacyclopropa[a]pentalene-4-carboxylic Acid (1-Methyl-1-phenylethyl)-amide